C(CCC)N(C1=CC=CC=C1)CCO N-butyl-N-β-hydroxyethylaniline